BrC1=C(C=C(C=C1)CN1C(=NC=C1)C)F 1-[(4-bromo-3-fluorophenyl)methyl]-2-methyl-imidazole